C1(CC1)C1=CC=C(C(=O)N2CCC(CC2)(O)CN2C=NC3=C(C2=O)C=NN3C3=CC=C(C=C3)F)C=C1 5-{[1-(4-cyclopropylbenzoyl)-4-hydroxypiperidin-4-yl]methyl}-1-(4-fluorophenyl)-1H,4H,5H-pyrazolo[3,4-d]pyrimidin-4-one